C(CCCCCCCCCCCCCCCCC)[N-]CC[N-]CCCCCCCCCCCCCCCCCC bis-stearyl-ethylenediamide